N-[2-(3-chloropyridin-2-yl)-5-(2,6-difluoro-4-methoxyphenyl)-1-methyl-3-oxo-2,3-dihydro-1H-pyrazol-4-yl]-4-(difluoromethoxy)benzamide ClC=1C(=NC=CC1)N1N(C(=C(C1=O)NC(C1=CC=C(C=C1)OC(F)F)=O)C1=C(C=C(C=C1F)OC)F)C